(Z)-1,1,1,2,2,5,5,6,6,6-decafluoro-3-hexene FC(C(\C=C/C(C(F)(F)F)(F)F)(F)F)(F)F